4,5-bis[2-(ethoxyethylthio)acetylamino]pentanamide C(C)OCCSCC(=O)NC(CCC(=O)N)CNC(CSCCOCC)=O